O1CSC2=C1C=C(C=C2)CC(C)N(C(OCCCCC)=O)C pentyl (1-(benzo[d][1,3]oxathiol-6-yl)propan-2-yl)(methyl)carbamate